N,6-dimethyl-N-(2,2,2-trifluoro-1-(4-(trifluoromethyl)phenyl)ethyl)pyridine-3-sulfonamide CN(S(=O)(=O)C=1C=NC(=CC1)C)C(C(F)(F)F)C1=CC=C(C=C1)C(F)(F)F